Deoxyuridine 5'-triphosphate P(O)(=O)(OP(=O)(O)OP(=O)(O)O)OC[C@@H]1[C@H](C[C@@H](O1)N1C(=O)NC(=O)C=C1)O